4-(Tert-butyldimethylsilyl)-3-(6-chloro-9H-purin-9-yl)butan-1-ol [Si](C)(C)(C(C)(C)C)CC(CCO)N1C2=NC=NC(=C2N=C1)Cl